4-fluorobenzyl isocyanate FC1=CC=C(CN=C=O)C=C1